N(=NC(C#N)(C)C1CC1)C(C#N)(C)C1CC1 2,2'-azobis(2-cyclopropylpropionitrile)